C1=CNC=2C1=C1C=3CCCCC3C(=NC1=CC2)C2=CC(=C(C=C2)O)OC(F)(F)F 4-(8,9,10,11-Tetrahydro-3H-pyrrolo[3,2-a]phenanthridin-7-yl)-2-(trifluoromethoxy)phenol